FC1=C(C=CC=C1)C1=CC(=CN1S(=O)(=O)C1=CC(=CC=C1)C=1OC=CC1)N(C)C (5-(2-fluorophenyl)-1-((3-(furan-2-yl)phenyl)sulfonyl)-1H-pyrrol-3-yl)-N-methyl-methylamine